4-[2-(3-Aminopropylamino)ethyl]-N-[4-[4-(4,5-dichloro-2-pyridyl)piperazin-1-yl]sulfonylphenyl]benzamide NCCCNCCC1=CC=C(C(=O)NC2=CC=C(C=C2)S(=O)(=O)N2CCN(CC2)C2=NC=C(C(=C2)Cl)Cl)C=C1